6-Chloro-7-methoxy-2-methyl-3-(2'-methyl-4'-(trifluoromethoxy)-[1,1'-biphenyl]-4-yl)quinolin-4(1H)-one ClC=1C=C2C(C(=C(NC2=CC1OC)C)C1=CC=C(C=C1)C1=C(C=C(C=C1)OC(F)(F)F)C)=O